6-fluoro-2-(prop-1-en-2-yl)benzamide FC1=CC=CC(=C1C(=O)N)C(=C)C